7-((2S,5R)-2,5-diethyl-4-(1-(2-ethyl-4-fluorophenyl)ethyl)piperazin-1-yl)-4-methyl-2,4-dihydro-5H-pyrazolo[4,3-b]pyridin-5-one C(C)[C@@H]1N(C[C@H](N(C1)C(C)C1=C(C=C(C=C1)F)CC)CC)C=1C=2C(N(C(C1)=O)C)=CNN2